O=C1NCCC=CCC2CCC2CN2CC3(COC4=CC=C(C(C1)C(=O)[O-])C=C24)CCCC2=CC=CC=C23 13'-OXO-3,4-DIHYDRO-2H-SPIRO[NAPHTHALENE-1,22'-[20]OXA[1,12]DIAZATETRACYCLO[14.7.2.03,6.019,24]PENTACOSA[8,16,18,24]TETRAENE]-15'-CARBOXYLATE